(S)-2-(2,2-diethyl-1,3-dioxolan-4-yl)-N,N-dimethylethane-1-amine C(C)C1(OC[C@@H](O1)CCN(C)C)CC